ClC1=NC(=C(C2=C1CN1[C@@H](CO2)CN(CC1)C(C=C)=O)Cl)C1=C(C=CC=C1O)F 1-[(6aR)-1,4-dichloro-3-(2-fluoro-6-hydroxyphenyl)-6a,7,9,10-tetrahydro-12H-pyrazino[2,1-c]pyrido[3,4-f][1,4]oxazepine-8(6H)-yl]prop-2-en-1-one